(R)-9-(6-(3-Amino-3-(2-(pyridin-2-yl)ethyl)pyrrolidin-1-yl)-3-fluoro-2-(trifluoromethyl)benzyl)-9H-purin-6-amin N[C@]1(CN(CC1)C1=CC=C(C(=C1CN1C2=NC=NC(=C2N=C1)N)C(F)(F)F)F)CCC1=NC=CC=C1